methyl 5-[2-(2,6-dimethyl-4-pyridyl)-3-methyl-1H-indol-6-yl]pyridine-2-carboxylate CC1=NC(=CC(=C1)C=1NC2=CC(=CC=C2C1C)C=1C=CC(=NC1)C(=O)OC)C